(1-(4-fluorophenyl)-4-(trimethylsilyl)-1H-1,2,3-triazol-5-yl)methanol FC1=CC=C(C=C1)N1N=NC(=C1CO)[Si](C)(C)C